tert-butyl N-(5-amino-4-methylpyridin-2-yl)carbamate NC=1C(=CC(=NC1)NC(OC(C)(C)C)=O)C